2,2-bis(3-methylbut-2-yloxy)ethylbenzene CC(C(C)OC(CC1=CC=CC=C1)OC(C)C(C)C)C